CC1(N2C(OC1)=C(C=N2)C(=O)O)C 3,3-dimethyl-2,3-dihydropyrazolo[5,1-b]oxazole-7-carboxylic acid